N1C(CC2=CC=CC=C12)C1=C(C(=C(C=C1CCCCC)O)C1=CC(=CC=C1)C)O 3-(indolin-2-yl)-3'-methyl-4-pentyl-[1,1'-biphenyl]-2,6-diol